BrC1=CN=C(N=N1)N1CCC2(CC1)[C@@H](C1=CC=CC=C1C2)N[S@](=O)C(C)(C)C (R)-N-((S)-1'-(6-bromo-1,2,4-triazin-3-yl)-1,3-dihydrospiro[inden-2,4'-piperidin]-1-yl)-2-methylpropan-2-sulfinamide